quinolinoAzole N1=CC=C2C1=CC=1C=CC=CC1N2